benzyl-[11-(acryloyloxy)undecyl]dimethyl-ammonium bromide [Br-].C(C1=CC=CC=C1)[N+](C)(C)CCCCCCCCCCCOC(C=C)=O